7-(4-((tert-butyldimethylsilyl)oxy)but-1-en-1-yl)-2-chloro-7,8-dihydro-1,6-Naphthyridine-6(5H)-carboxylate [Si](C)(C)(C(C)(C)C)OCCC=CC1N(CC=2C=CC(=NC2C1)Cl)C(=O)[O-]